ClCCCCCCCCCC 10-chlorodecane